C(C)(C)(C)OC(=O)N1CCN(CC1)C1=C2N=CN(C2=NC=N1)[C@H](C)C1=CC=C(C=C1)C#C (R)-4-(9-(1-(4-ethynylphenyl)ethyl)-9H-purin-6-yl)piperazine-1-carboxylic acid tert-butyl ester